OC[C@H](C1=CC=CC=C1)NC1=CC(=NC=C1C1=NC2(CO1)CCOCC2)NC=2C=C1C(N(C(C1=CC2)=O)CCC)(C)C (S)-5-((4-((2-hydroxy-1-phenylethyl)amino)-5-(3,8-dioxa-1-azaspiro[4.5]dec-1-en-2-yl)pyridin-2-yl)amino)-3,3-dimethyl-2-propylisoindolin-1-one